CC(C#N)(C)C1=CC(=CC(=C1)OC(F)(F)F)CNCCCCOCCNC1=C2C=NNC2=CC(=C1)C=1C=NNC(C1)=O 2-methyl-2-(3-(((4-(2-((6-(6-oxo-1,6-dihydropyridazin-4-yl)-1H-indazol-4-yl)amino)ethoxy)butyl)amino)methyl)-5-(trifluoromethoxy)phenyl)propanenitrile